bis(tetrapropyl-λ5-bismuthanyl)amine C(CC)[Bi](CCC)(CCC)(CCC)N[Bi](CCC)(CCC)(CCC)CCC